(S)-1-(8-(2,4-dichlorophenyl)-9-(4-(((S)-1-(3-fluoropropyl)pyrrolidin-3-yl)oxy)phenyl)-6,7-dihydro-5H-benzo[7]annulen-3-yl)-4-hydroxypyrrolidin-2-one ClC1=C(C=CC(=C1)Cl)C=1CCCC2=C(C1C1=CC=C(C=C1)O[C@@H]1CN(CC1)CCCF)C=CC(=C2)N2C(C[C@@H](C2)O)=O